BrC1=C(C(=O)O)C=CC=C1Br 2,3-dibromobenzoic acid